CC(CC(C)(C)C)(C)CC(C(=O)O[O-])(C)C 1,1,3,3-Tetramethylbutylperoxypivalat